(Z)-[(ethylsulfanyl)[4-(trifluoromethyl)pyridin-2-yl]methylene](methyl)amine C(C)S\C(\C1=NC=CC(=C1)C(F)(F)F)=N/C